N-(4'-((2-amino-2,4-dimethylpentyl)oxy)-3'-methyl-[1,1'-biphenyl]-3-yl)acetamide NC(COC1=C(C=C(C=C1)C1=CC(=CC=C1)NC(C)=O)C)(CC(C)C)C